OC(C=CC=CCC=CCC=CCCC(=O)O)CC=CC=CC(CC)O 14,20-Dihydroxy-4,7,10,12,16,18-Docosahexaenoic Acid